(R)-2-(((3-butyl-2-methyl-7-(methylthio)-1,1-dioxido-5-phenyl-2,3,4,5-tetrahydro-1,2,5-benzothiadiazepin-8-yl)methyl)thio)acetic acid C(CCC)[C@H]1N(S(C2=C(N(C1)C1=CC=CC=C1)C=C(C(=C2)CSCC(=O)O)SC)(=O)=O)C